ClC1=CC=C(C=C1)C=1N=C2N(C=CC=C2)C1CN1CC2COCC(C1)N2C(=O)C2=NC(=CC=C2C)OC (7-{[2-(4-chlorophenyl)imidazo[1,2-a]pyridin-3-yl]methyl}-3-oxa-7,9-diazabicyclo[3.3.1]non-9-yl)(6-methoxy-3-methylpyridin-2-yl)methanone